hexaanimine platinum (II) carbonate C([O-])([O-])=O.[Pt+2].C(CCCCC)=N